1-[2-[4-[3-[1-(5-chloropyrimidin-2-yl)-4-piperidyl]propoxy]-2-fluoro-phenyl]acetyl]-3-hydroxy-N-[3-hydroxy-2,2-bis(hydroxymethyl)propyl]pyrrolidine-3-carboxamide ClC=1C=NC(=NC1)N1CCC(CC1)CCCOC1=CC(=C(C=C1)CC(=O)N1CC(CC1)(C(=O)NCC(CO)(CO)CO)O)F